FC1=C(C=C(C=C1)F)[C@@H]1N(CCC1)C1=NC=2N(C=C1)N=CC2C=2NC(=NN2)C2NCCC(C2)O 2-(5-(5-((R)-2-(2,5-difluorophenyl)pyrrolidin-1-yl)pyrazolo[1,5-a]pyrimidin-3-yl)-4H-1,2,4-triazol-3-yl)piperidin-4-ol